C(C)(C)(C)OC(=O)N1CCC(CC1)C1=CC(=C(C=C1)N)O 4-(4-amino-3-hydroxyphenyl)piperidine-1-carboxylic acid tert-butyl ester